O=C1N(C(CCC1N1C(C2=CC=CC(=C2C1=O)[N+](=O)[O-])=O)=O)COCC[Si](C)(C)C 2-(2,6-dioxo-1-((2-(trimethylsilyl)ethoxy)methyl)piperidin-3-yl)-4-nitroisoindoline-1,3-dione